(Z)-N-(cyclooct-4-en-1-ylmethyl)-4-(methylthio)aniline C1(CC\C=C/CCC1)CNC1=CC=C(C=C1)SC